FC=1C=C(C(=O)C=2C(=C(N(C2)S(=O)(=O)C2=CC=C(C=C2)C)C(=O)OCC)C)C=CC1C(F)(F)F ethyl 4-(3-fluoro-4-(trifluoromethyl) benzoyl)-3-methyl-1-(4-methylbenzene-1-sulfonyl)-1H-pyrrole-2-carboxylate